1,4-Bis(dimethylsilyl)methylbenzene C[SiH](C)CC1=CC=C(C=C1)C[SiH](C)C